perfluorooctyl-trimethoxysilane 2-((3-methacrylamidopropyl)dimethylammonio)ethane-1-sulfonate C(C(=C)C)(=O)NCCC[N+](CCS(=O)(=O)[O-])(C)C.FC(O[Si](OC(F)(F)F)(OC(F)(F)F)C(C(C(C(C(C(C(C(F)(F)F)(F)F)(F)F)(F)F)(F)F)(F)F)(F)F)(F)F)(F)F